6-[[2-(1,2-dimethylprop-1-enyl)-5-methoxy-pyrazole-3-carbonyl]amino]-5-methyl-1H-indazole-7-carboxamide CC(=C(C)C)N1N=C(C=C1C(=O)NC1=C(C=C2C=NNC2=C1C(=O)N)C)OC